4-fluoropicolinohydrazide FC1=CC(=NC=C1)C(=O)NN